(R)-1-((8-((2,2'-Dichloro-3'-((3-(((2-hydroxyethyl)amino)methyl)-1,7-naphthyridin-8-yl)amino)-[1,1'-biphenyl]-3-yl)amino)-1,7-naphthyridin-3-yl)methyl)pyrrolidin-3-ol ClC1=C(C=CC=C1NC=1N=CC=C2C=C(C=NC12)CN1C[C@@H](CC1)O)C1=C(C(=CC=C1)NC=1N=CC=C2C=C(C=NC12)CNCCO)Cl